N1C2=C(C=C1C(=O)O)COCC2 1,4,6,7-tetrahydropyrano[4,3-b]pyrrole-2-carboxylic acid